6-((3-(3-(4-cyano-1-(ethylsulfonyl)piperidin-4-yl)-2-methoxyphenyl)-1-methyl-1H-pyrazolo[3,4-c]pyridin-5-yl)amino)picolinonitrile C(#N)C1(CCN(CC1)S(=O)(=O)CC)C=1C(=C(C=CC1)C1=NN(C2=CN=C(C=C21)NC2=CC=CC(=N2)C#N)C)OC